C(CC1=CC=CC=C1)NC(=O)N1C(=NC2=C1C=CC=C2)[2H] N-Phenethyl-1H-benzo[d]imidazole-2-d-1-carboxamide